(R)-10-bromo-11-chloro-1,3,4,13,14,14a-hexahydro-2H-pyrazino[1',2':5,6][1,5]oxazocino[4,3,2-de]quinazoline BrC=1C(=C2C3=C(N=CN=C3C1)N1[C@H](CCO2)CNCC1)Cl